BrC=1C=CC(=C(C1)NC(=O)C1=C(OC(=CC1=O)C)C)C N-(5-bromo-2-methylphenyl)-2,6-dimethyl-4-oxo-4H-pyran-3-carboxamide